4-(2-chloro-pyridin-4-ylethynyl)-1-(2,4-difluoro-phenyl)-5-methyl-1H-imidazole-2-carboxylic acid methyl ester COC(=O)C=1N(C(=C(N1)C#CC1=CC(=NC=C1)Cl)C)C1=C(C=C(C=C1)F)F